BrC=1N=CN(C1)C 4-bromo-1-methylimidazole